tris(1,3-dichloropropyl) phosphate P(=O)(OC(CCCl)Cl)(OC(CCCl)Cl)OC(CCCl)Cl